C1(CC1)N1CCC2=C(CC1)C=C(C=C2)NC(C)=O N-(3-Cyclopropyl-2,3,4,5-tetrahydro-1H-benzo[d]azepin-7-yl)acetamide